CC(=O)N[C@@H]1[C@H]([C@H]([C@H](O[C@H]1O[C@@H]2[C@H](O[C@H]([C@@H]([C@H]2O)NC(=O)C)O[C@H]3[C@H]([C@H](O[C@@H]([C@@H]3O)O)CO)O)CO)CO)O)O The molecule is a linear amino trisaccharide comprising alpha-D-galactose at the reducing end having a N-acetyl-beta-D-galactosaminyl-(1->4)-N-acetyl-beta-D-glucosaminyl moiety attached at the 3-position. It has a role as an epitope.